C(C)(C)(C)OC(=O)N1C[C@H](CCC1)OC1=NC(=CC=C1)Br tert-butyl-(3S)-3-[(6-bromopyridin-2-yl)oxy]piperidine-1-carboxylate